C(C)(C)(C)OC(=O)N1CCC12CN(CC2)C2=C1C(=NC=C2C#N)NC=C1 6-(5-cyano-1H-pyrrolo[2,3-B]pyridin-4-yl)-1,6-diazaspiro[3.4]octane-1-carboxylic acid tert-butyl ester